NC1=C(C=CC(=N1)NC(CNC(OC(C)(C)C)=O)=O)\N=N\C1=C(C=CC=C1)OC(=O)OCC(C)C tert-butyl (E)-(2-((6-amino-5-((2-((isobutoxy carbonyl)oxy)phenyl)diazenyl)pyridin-2-yl)amino)-2-oxoethyl)carbamate